O=C1N(C(C2=CC=CC=C12)=O)C(C(=O)O)(C1=CC=CC=C1)C1=CC=CC=C1.C(C1CO1)OCCC[Si](OCC(C)C)(OC)OC (3-glycidyloxypropyl)dimethoxyisobutoxysilane 1,3-dioxoisoindolin-2-yl-2,2-diphenylacetate